N-((6-methyl-5-phenylpyridin-2-yl)methyl)-5,6,7,8-tetrahydroquinolin-8-amine CC1=C(C=CC(=N1)CNC1CCCC=2C=CC=NC12)C1=CC=CC=C1